NC=1C2=C(N=CN1)CCN(C2)C=2C=C(C=CC2)C#C[C@]2(C(N(CC2)C)=O)O (R)-3-((3-(4-Amino-7,8-dihydropyrido[4,3-d]pyrimidin-6(5H)-yl)phenyl)ethynyl)-3-hydroxy-1-methylpyrrolidin-2-one